5-[4-[3-[(4-methylmorpholin-2-yl)methoxy]pyrrolidin-1-yl]thieno[2,3-d]pyrimidin-6-yl]-1H-pyrimidine-2,4-dione formate salt C(=O)O.CN1CC(OCC1)COC1CN(CC1)C=1C2=C(N=CN1)SC(=C2)C=2C(NC(NC2)=O)=O